FC1=CC=C(C=C1)C=1N(C(C2=CC(=CC(=C2C1)C(C)NC1=C(C(=O)O)C=CC=C1)C)=O)C=1SC=CN1 2-((1-(3-(4-fluorophenyl)-7-methyl-1-oxo-2-(thiazol-2-yl)-1,2-dihydroisoquinolin-5-yl)ethyl)amino)benzoic acid